3-(4-(4-((2-amino-7-azaspiro[3.5]non-7-yl)methyl)-4-methylpiperidin-1-yl)-3-fluorophenyl)piperidine-2,6-dione NC1CC2(C1)CCN(CC2)CC2(CCN(CC2)C2=C(C=C(C=C2)C2C(NC(CC2)=O)=O)F)C